tert-butyl (5-chloro-2-(hydroxymethyl)phenyl)carbamate ClC=1C=CC(=C(C1)NC(OC(C)(C)C)=O)CO